1-(((S)-oxetan-2-yl)methyl)-1H-benzimidazole-6-carboxylic acid methyl ester COC(=O)C=1C=CC2=C(N(C=N2)C[C@H]2OCC2)C1